FC1(CN(CC1)C1=NC=CC(=C1NC(C1=CC=C(C=C1)C1(OCC1)C)=O)C1=CC=NN1)F N-(2-(3,3-difluoropyrrolidin-1-yl)-4-(1H-pyrazol-5-yl)pyridin-3-yl)-4-(2-methyloxetan-2-yl)benzamide